FC1=C2C(=NN(C2=CC(=C1)F)COCC[Si](C)(C)C)C=C 4,6-difluoro-1-((2-(trimethylsilyl)ethoxy)methyl)-3-vinyl-1H-indazole